4-Cyclohexyl-3,5-dimethoxybenzyl alcohol C1(CCCCC1)C1=C(C=C(CO)C=C1OC)OC